tri-hexyl-phosphine oxide C(CCCCC)P(CCCCCC)(CCCCCC)=O